CC1=NC(=NC=C1)SCC=1C=C(C=CC1)B(O)O (3-([(4-METHYLPYRIMIDIN-2-YL)SULFANYL]METHYL)PHENYL)BORANEDIOL